2-Phenyl-1,3,4-oxadiazole C1(=CC=CC=C1)C=1OC=NN1